CC(C)=CCCCCCC(CCCC)(C)C 2,9,9-trimethyltridec-2-ene